3-amino-2-fluoro-N-(4-(2-isopropylphenyl)-5-(3-((1S,3R)-3-(trifluoromethoxy)cyclopentyl)phenyl)thiazol-2-yl)benzenesulfonamide NC=1C(=C(C=CC1)S(=O)(=O)NC=1SC(=C(N1)C1=C(C=CC=C1)C(C)C)C1=CC(=CC=C1)[C@@H]1C[C@@H](CC1)OC(F)(F)F)F